7-(4-hydroxy-2,2,6,6-tetramethyl-piperidin-1-yl)-4-oxo-heptanoic acid OC1CC(N(C(C1)(C)C)CCCC(CCC(=O)O)=O)(C)C